C(C1CO1)OC=1C2C(CC(C1)C2)OCC2CO2 2,6-bis(2,3-epoxypropoxy)norbornene